C(C)(C)C1=C(NC2=CC=C(C=C12)C1CCN(CC1)CC1=CN=C(N1)C)C1=CC(=NC=C1)N 4-(3-isopropyl-5-(1-((2-methyl-1H-imidazol-5-yl)methyl)piperidin-4-yl)-1H-indol-2-yl)pyridin-2-amine